Racemic-3-(3-chloro-4-fluorophenyl)-1-(cyclopropylmethyl)-1-(1-(1-methoxyisoquinolin-4-yl)ethyl)urea ClC=1C=C(C=CC1F)NC(N([C@H](C)C1=CN=C(C2=CC=CC=C12)OC)CC1CC1)=O |r|